ClC1=NC=CC2=C1C(=CN2S(=O)(=O)C2=CC=C(C)C=C2)I 4-chloro-3-iodo-1-tosyl-1H-pyrrolo[3,2-c]pyridine